FC=1C=CC(=C(C(=O)N(C(C)C)C(C)C)C1)OC=1C(=NC=NC1)N1CC2(C1)CCN(CC2)C[C@H]2OC[C@@H](CC2)NS(N)(=O)=O 5-Fluoro-N,N-diisopropyl-2-((4-(7-(((2S,5R)-5-(sulfamoylamino)tetrahydro-2H-pyran-2-yl)methyl)-2,7-diazaspiro[3.5]nonan-2-yl)pyrimidin-5-yl)oxy)benzamide